tert-butyl (S)-3-((4-(N-(tert-butoxycarbonyl)-N-(thiazol-4-yl)sulfamoyl)-5-fluoro-2-methylphenyl)(ethyl)amino)pyrrolidine-1-carboxylate C(C)(C)(C)OC(=O)N(S(=O)(=O)C1=CC(=C(C=C1F)N([C@@H]1CN(CC1)C(=O)OC(C)(C)C)CC)C)C=1N=CSC1